O[C@H]1CN(CC1)C=1C=CC(=NC1)NC=1C=CC(=C2CNC(C12)=O)C1=C2C(=NC=C1)N(C=C2)C (R)-7-((5-(3-hydroxypyrrolidin-1-yl)pyridin-2-yl)amino)-4-(1-methyl-1H-pyrrolo[2,3-b]pyridin-4-yl)isoindolin-1-one